2,2'-(((1,1,3,3-tetramethyldisiloxane-1,3-diyl)bis(ethane-2,1-diyl))bis(sulfanediyl))diethanamine C[Si](O[Si](C)(C)CCSCCN)(C)CCSCCN